6-(4-((4-(1H-pyrazol-4-yl)phenyl)amino)thieno[3,2-d]pyrimidin-2-yl)-N-(tetrahydro-furan-3-yl)-1H-indole-2-carboxamide N1N=CC(=C1)C1=CC=C(C=C1)NC=1C2=C(N=C(N1)C1=CC=C3C=C(NC3=C1)C(=O)NC1COCC1)C=CS2